COC(C1=C(C(=C(C(=C1)Cl)N)Cl)F)=O 4-amino-3,5-dichloro-2-fluoro-benzoic acid methyl ester